2-[2-Methoxy-4-[(E)-3-oxo-3-(4-phenylmethoxyphenyl)prop-1-enyl]phenoxy]acetic acid COC1=C(OCC(=O)O)C=CC(=C1)\C=C\C(C1=CC=C(C=C1)OCC1=CC=CC=C1)=O